methylenephosphine ruthenium acetate C(C)(=O)[O-].[Ru+3].C=P.C(C)(=O)[O-].C(C)(=O)[O-]